2-fluoro-10-(2-(1-methylpiperidin-2-yl)ethyl)-10H-phenothiazine FC1=CC=2N(C3=CC=CC=C3SC2C=C1)CCC1N(CCCC1)C